(R)-7-ethyl-2-methyl-2,7,8,10-tetrahydro-9H-[1,4]oxazepino[7,6-g]indazole-9-carboxylic acid tert-butyl ester C(C)(C)(C)OC(=O)N1C[C@H](OC=2C=CC3=CN(N=C3C2C1)C)CC